C(=O)O.F[C@H](C1(COC1)C=1C=C(C=CC1)N1C(C2=CC(=CC(=C2C1)C(F)(F)F)CNCCC)=O)C1=NN=CN1C (R)-2-(3-(3-(fluoro(4-methyl-4H-1,2,4-triazol-3-yl)methyl)oxetan-3-yl)phenyl)-6-((propylamino)methyl)-4-(trifluoromethyl)isoindolin-1-one formate